8-(1,3-Dimethylbutylamino)-5,10-dihydro-11H-dibenzo[b,e][1,4]diazepin-11-on CC(CC(C)C)NC=1C=CC2=C(NC(C3=C(N2)C=CC=C3)=O)C1